CC1(CC1)C1=CNC=2N=CN=C(C21)N[C@H]2CN(CCC2)C(=O)OC(C)(C)C tert-butyl (R)-3-((5-(1-methylcyclopropyl)-7H-pyrrolo[2,3-d]pyrimidin-4-yl)amino)piperidine-1-carboxylate